1,5-bis([2,2'-bipyridyl]-6-yloxy)pentane N1=C(C=CC=C1OCCCCCOC1=CC=CC(=N1)C1=NC=CC=C1)C1=NC=CC=C1